C1(CC1)C1=NC=NC(=C1C(=N)N)OC 4-cyclopropyl-6-methoxy-pyrimidine-5-carboxamidine